C(CCC)(S)(S)S butanetrithiol